N-(3,5-dimethylphenyl)-2-(((E)-((1S,4R)-3-(iodomethyl)-1,3-dimethylbicyclo[2.2.1]hept-2-ylidene)amino)oxy)acetamide CC=1C=C(C=C(C1)C)NC(CO/N=C/1\[C@]2(CC[C@@H](C1(C)CI)C2)C)=O